ClC1=NN2C(N=CC3=C2C(CN3C(=O)NC=3C=NC(=C(C3)Cl)N3N=CC=N3)(C)COC)=C1 2-chloro-N-(5-chloro-6-(2H-1,2,3-triazol-2-yl)pyridin-3-yl)-8-(methoxymethyl)-8-methyl-7,8-dihydro-6H-pyrazolo[1,5-a]pyrrolo[2,3-e]pyrimidine-6-carboxamide